2-(carbamoylazo)Isobutyronitrile C(N)(=O)N=NC(C#N)(C)C